C1(=CC=C(C=C1)C1=CC=CC=2C3=C(SC21)C(=CC=C3)C3=NC(=NC(=N3)C=3C=C(C=CC3)C3=CC=CC=C3)C3=CC=CC=C3)C3=CC=CC=C3 2-(6-(1,1'-biphenyl-4-yl)-dibenzothiophen-4-yl)-4-(1,1'-biphenyl-3-yl)-6-phenyl-1,3,5-triazine